2-[[5-(2,5-Dimethyl-4-nitrophenyl)-2-furanyl]methylene]benzo[b]thiophen-3(2H)-one CC1=C(C=C(C(=C1)[N+](=O)[O-])C)C1=CC=C(O1)C=C1C(C2=C(S1)C=CC=C2)=O